pentadecyl-ethanolamine C(CCCCCCCCCCCCCC)C(O)CN